[N+](=O)([O-])C1=CC=C(C(=O)[O-])C=C1.C(C(=C)C)(=O)OCC[NH+](C)C [2-(methacryloyloxy)ethyl]dimethylammonium p-nitrobenzoate salt